C1(CC1)C1=NNC(=N1)C1CC2(CN(C2)C(=O)N2CC(C2)C23CC(C2)(C3)C=3C=NC=C(C3)F)C1 [6-(3-cyclopropyl-1H-1,2,4-triazol-5-yl)-2-azaspiro[3.3]heptan-2-yl]-[3-[3-(5-fluoro-3-pyridyl)-1-bicyclo[1.1.1]pentanyl]azetidin-1-yl]methanone